F[C@H]1CN(CC[C@H]1NC1=NN2C(C=N1)=CC=C2C2=NC=CC=C2)S(=O)(=O)C N-((3S,4R)-3-fluoro-1-(methylsulfonyl)piperidin-4-yl)-7-(pyridin-2-yl)pyrrolo[2,1-f][1,2,4]triazin-2-amine